C1(CCCCC1)\[N+](=C/CCC=C(CCCC(C)(C)O)C)\[O-] (1E)-N-cyclohexyl-9-hydroxy-5,9-dimethyldec-4-en-1-imine oxide